NCCOCCOCCOCCNC1=NC=C(C=N1)C1=CC=C2C(=N1)N(C(C2=O)(C)C)CC=2C(=NC=CC2)C#N 3-[[6-[2-[2-[2-[2-(2-aminoethoxy)ethoxy]ethoxy]ethylamino]pyrimidin-5-yl]-2,2-dimethyl-3-oxo-pyrrolo[2,3-b]pyridin-1-yl]methyl]pyridine-2-carbonitrile